3-{[4-(2-amino-8-methoxy-4-quinazolinyl)-1H-1,2,3-triazol-1-yl]methyl}-1-(cyclopropylmethyl)-1H-pyridin-2-one NC1=NC2=C(C=CC=C2C(=N1)C=1N=NN(C1)CC=1C(N(C=CC1)CC1CC1)=O)OC